1-(7-((R)-1-(4-chlorobenzyl)piperidin-3-yl)-2-methylpyrazolo[1,5-a]pyrimidin-3-yl)-N-(((R)-tetrahydrofuran-3-yl)methyl)methanamine ClC1=CC=C(CN2C[C@@H](CCC2)C2=CC=NC=3N2N=C(C3CNC[C@@H]3COCC3)C)C=C1